C(#N)C[C@@H]1N(CCN(C1)C=1C2=C(N=C(N1)OC[C@H]1N(CCC1)C)CN(CC2)C=2N1C=CC=C1C=CC2)C(=O)OCC2=CC=CC=C2 benzyl (S)-2-(cyanomethyl)-4-(7-(indolizin-5-yl)-2-(((S)-1-methylpyrrolidin-2-yl)methoxy)-5,6,7,8-tetrahydropyrido[3,4-d]pyrimidin-4-yl)piperazine-1-carboxylate